OC=1C=C2CC[C@@H]([C@@H](C2=CC1)C1=CC=C(OCCCN2CCC(CC2)C=2C=C(OC=3CN(C(C3)=O)C3C(NC(CC3)=O)=O)C=CC2)C=C1)C1=CC=CC=C1 3-[3-[3-[1-[3-[4-[(1R,2S)-6-hydroxy-2-phenyl-tetrahydronaphthalen-1-yl]phenoxy]propyl]-4-piperidinyl]phenoxy]-5-oxo-2H-pyrrol-1-yl]piperidine-2,6-dione